methyl 5-[[(1S)-1-[(2S,4R)-4-hydroxy-2-[[(1S)-1-[4-(4-methylthiazol-5-yl)phenyl]ethyl]carbamoyl]pyrrolidine-1-carbonyl]-2,2-dimethyl-propyl]amino]-5-oxo-pentanoate O[C@@H]1C[C@H](N(C1)C(=O)[C@H](C(C)(C)C)NC(CCCC(=O)OC)=O)C(N[C@@H](C)C1=CC=C(C=C1)C1=C(N=CS1)C)=O